C(C1=CC=CC=C1)OC(=O)N([C@H](C(=O)O)CC1=CC=CC=C1)C (S)-2-(benzyloxycarbonyl-(methyl)amino)-3-phenylpropionic acid